[C@@H]1([C@H](O)[C@@H](O)[C@@H](O)[C@H](O1)CO)O[C@H]1[C@H]([C@@H]([C@H](O)O[C@H]1CO)O)O 4-O-(β-D-galactopyranosyl)-α-L-galactopyranose